C(C)(C)(C)[Si](O[C@H](/C=C/[Sn](CCCC)(CCCC)CCCC)C(CC#CC)C)(C)C tert-butyldimethyl-(((3s,e)-4-methyl-1-(tributylstannyl)oct-1-en-6-yn-3-yl)oxy)silane